C1(CCCCC1)C1=CC=C(C=C1)C=1NC=2N(C(C1)=O)N=C(C2C(=O)N2CC(C2)CF)C(=O)N2C(CC2)C 5-(4-cyclohexylphenyl)-3-(3-(fluoromethyl)azetidine-1-carbonyl)-2-(2-methylazetidine-1-carbonyl)pyrazolo[1,5-a]pyrimidin-7(4H)-one